N-(2-Acetyl-3-bromo-4-methoxy-phenyl)-2-(3,4-difluoro-2-methoxy-phenoxy)-5-fluoro-4-(trifluoromethyl)benzamide C(C)(=O)C1=C(C=CC(=C1Br)OC)NC(C1=C(C=C(C(=C1)F)C(F)(F)F)OC1=C(C(=C(C=C1)F)F)OC)=O